N-((1-((4-bromophenyl)sulfonyl)-5-(2,4-difluorophenyl)-1H-pyrrol-3-yl)methyl)methane-d3-amine BrC1=CC=C(C=C1)S(=O)(=O)N1C=C(C=C1C1=C(C=C(C=C1)F)F)CNC([2H])([2H])[2H]